dihydromorphone CN1CC[C@]23[C@@H]4[C@H]1CC5=C2C(=C(C=C5)O)O[C@H]3C(=O)CC4